The molecule is a 2-acetyllactic acid. It has a role as an Escherichia coli metabolite and a mouse metabolite. It is a conjugate acid of a (2S)-2-hydroxy-2-methyl-3-oxobutanoate. CC(=O)[C@@](C)(C(=O)O)O